N-((1-Cyanopyrrolidin-3-yl)methyl)-3-(2-fluorophenyl)-1H-pyrazol-5-carboxamid C(#N)N1CC(CC1)CNC(=O)C1=CC(=NN1)C1=C(C=CC=C1)F